C(CCCN1N=C(C=C1C(=O)NC1=CC(=C(C=C1)C)C)C1=CC=NC=C1)N1N=C(C=C1C(=O)NC1=CC(=C(C=C1)C)C)C1=CC=NC=C1 1,1'-(butane-1,4-diyl)bis(N-(3,4-dimethylphenyl)-3-(pyridin-4-yl)-1H-pyrazole-5-carboxamide)